[K].B(F)(F)F.C12CC3CC(CC(C1)C3)C2 adamantane trifluoroborate potassium salt